benzyl 4-((1-(tert-butoxycarbonyl)-4-hydroxypiperidin-4-yl)methyl)piperazine-1-carboxylate C(C)(C)(C)OC(=O)N1CCC(CC1)(O)CN1CCN(CC1)C(=O)OCC1=CC=CC=C1